N,N-dimethyl-2-(10H-phenothiazin-10-yl)ethane-1-amine CN(CCN1C2=CC=CC=C2SC=2C=CC=CC12)C